1,2-dibromo-2-butene BrCC(=CC)Br